C(C1=CC=CC=C1)NC(NC=1C=CC(=C(C1)S(=O)(=O)NC(C)(C)C)C1=CN=C(S1)C1=CC=C(C=C1)[N+](=O)[O-])=O 5-(3-benzylureido)-N-(tert-butyl)-2-(2-(4-nitrophenyl)thiazol-5-yl)benzenesulfonamide